N1(CCCCC1)C(=O)OOCC1=CC=C(C=C1)C#N (4-cyanobenzyloxy) piperidine-1-carboxylate